N-(4-(4-amino-7-(1-(1,2-dimethylazetidin-3-yl)-1H-pyrazol-4-yl)-1-methyl-1H-pyrazolo[4,3-c]pyridin-3-yl)-2-((S)-1-(4-fluorophenyl)ethoxy)phenyl)-1,1-difluoromethane-sulfonamide NC1=NC=C(C2=C1C(=NN2C)C2=CC(=C(C=C2)NS(=O)(=O)C(F)F)O[C@@H](C)C2=CC=C(C=C2)F)C=2C=NN(C2)C2C(N(C2)C)C